(Z)-4-(3-(4-chloro-3-(trifluoromethoxy)phenyl)-1,4,4,4-tetrafluorobut-1-en-1-yl)-N'-methyl-N'-(pyridin-2-yl)-2-(trifluoromethyl)benzoyl-hydrazine ClC1=C(C=C(C=C1)C(\C=C(/F)\C1=CC(=C(C(=O)NN(C2=NC=CC=C2)C)C=C1)C(F)(F)F)C(F)(F)F)OC(F)(F)F